FC(C(=O)O)(F)F.NC1=NN2C(N=CC=C2)=C1C(=O)NC(C)C=1C=C(C2=CNN=C2C1N1CC(CC1)C(=O)NC)Cl 2-Amino-N-[1-(4-chloro-7-{3-[(methylamino)carbonyl]pyrrolidin-1-yl}-2H-indazol-6-yl)ethyl]pyrazolo[1,5-a]pyrimidine-3-carboxamide trifluoroacetate